2-propyl-3,3-norbornanedimethanol C(CC)C1C2CCC(C1(CO)CO)C2